P(=O)([O-])([O-])OC[C@@H]1[C@H]([C@H]([C@@H](O1)N1C(=O)NC(=O)C=C1)O)O.[Na+].[Na+] di-sodium uridine monophosphate